1-((2R,5S)-2,5-dimethyl-4-(3-(pyridin-4-yl)-1-tosyl-1H-pyrrolo[3,2-c]pyridin-4-yl)piperazin-1-yl)-2-hydroxy-2-methylpropan-1-one C[C@H]1N(C[C@@H](N(C1)C1=NC=CC2=C1C(=CN2S(=O)(=O)C2=CC=C(C)C=C2)C2=CC=NC=C2)C)C(C(C)(C)O)=O